2-(2-morpholinoethyl)-4-nitrobenzonitrile O1CCN(CC1)CCC1=C(C#N)C=CC(=C1)[N+](=O)[O-]